5-[4-[(E)-3-(2-Hydroxyphenyl)-3-oxo-1-propenyl]benzylidene]-2,4-thiazolidinedione OC1=C(C=CC=C1)C(/C=C/C1=CC=C(C=C2C(NC(S2)=O)=O)C=C1)=O